ClCCCC(CC(CC(CC(CC(CC(CC(CCCOCOCOCCCC(CC(CC(CC(CC(CC(CC(CCCCl)C)C)C)C)C)C)C)C)C)C)C)C)C)C 19-chloro-4,6,8,10,12,14,16-heptamethyl-nonadecyl-oxymethyl ether